COC=1C=C(C=CC1NCC#C)S(=O)(=O)NC(C)=O N-[3-methoxy-4-(prop-2-ynylamino)phenyl]sulfonylacetamide